Gallium heptanedioate C(CCCCCC(=O)[O-])(=O)[O-].[Ga+3].C(CCCCCC(=O)[O-])(=O)[O-].C(CCCCCC(=O)[O-])(=O)[O-].[Ga+3]